1,3-bis(4-amino-2-methyl-6-quinolyl)urea NC1=CC(=NC2=CC=C(C=C12)NC(=O)NC=1C=C2C(=CC(=NC2=CC1)C)N)C